(E)-N-(2-(3-(3-chloro-2-fluoro-6-(1H-tetrazol-1-yl)phenyl)acryloyl)-1,2,3,4-tetrahydroisoquinolin-5-yl)-2-methoxy-N-methylacetamide ClC=1C(=C(C(=CC1)N1N=NN=C1)/C=C/C(=O)N1CC2=CC=CC(=C2CC1)N(C(COC)=O)C)F